bis(methylcyclopentadienyl)-bis[2,6-difluoro-3-((1H-pyrrol-1-yl)methyl)phenyl]titanium CC1(C=CC=C1)[Ti](C1=C(C(=CC=C1F)CN1C=CC=C1)F)(C1=C(C(=CC=C1F)CN1C=CC=C1)F)C1(C=CC=C1)C